ClC1=CC=C(C2=C1C=CO2)[C@@H]2COC1=C(O2)C=CC=C1C=1CCN(CC1)C(=O)OC(C)(C)C tert-butyl (R)-4-(2-(4-chlorobenzofuran-7-yl)-2,3-dihydrobenzo[b][1,4]dioxin-5-yl)-3,6-dihydropyridine-1(2H)-carboxylate